O-fluororibose FO[C@@H](C=O)[C@H](O)[C@H](O)CO